NC1=C(SC2=C1C=1N(C(=N2)C2=CC=CC=C2)C=NN1)C(=O)N1CCCCC1 (9-amino-5-phenylthieno[3,2-e][1,2,4]triazolo[4,3-c]pyrimidin-8-yl)(piperidin-1-yl)methanone